N-((S)-(4,4-Difluorocyclohexyl)(7-(((S)-4-methyl-2-oxo-4-(trifluoromethyl)imidazolidin-1-yl)methyl)imidazo[1,2-b]pyridazin-2-yl)methyl)-4-methyl-1,2,5-oxadiazole-3-carboxamide FC1(CCC(CC1)[C@H](NC(=O)C1=NON=C1C)C=1N=C2N(N=CC(=C2)CN2C(N[C@@](C2)(C(F)(F)F)C)=O)C1)F